(R)-N-(2,6-dioxopiperidin-3-yl)indolizine-3-carboxamide O=C1NC(CC[C@H]1NC(=O)C1=CC=C2C=CC=CN12)=O